5,6,6-Trimethyl-5-(3-oxobutenyl)-1-oxaspiro[2.5]octan-4-one CC1(C(C2(CO2)CCC1(C)C)=O)C=CC(C)=O